myristoyl glutamate, sodium salt [Na+].N[C@@H](CCC(=O)[O-])C(=O)OC(CCCCCCCCCCCCC)=O